C(#N)C1=CC(=C(C=C1)NS(=O)(=O)C1=CNC(=C1)C1=CC(=CC(=C1)F)F)F N-(4-cyano-2-fluoro-phenyl)-5-(3,5-difluorophenyl)-1H-pyrrole-3-sulfonamide